COC(=O)C=1C2=C(SC1N1C(=NN=C1C)CO)CC(C2)C(=O)OC 2-[3-(hydroxymethyl)-5-methyl-4H-1,2,4-triazol-4-yl]-4H,5H,6H-cyclopenta[b]thiophene-3,5-dicarboxylic acid 3,5-dimethyl ester